(1R,3S,5S)-N-methyl-N-[6-[4-(1-methyl-1,2,3-triazol-4-yl)-1H-indazol-7-yl]pyridazin-3-yl]-8-azabicyclo[3.2.1]octan-3-amine CN(C1C[C@H]2CC[C@@H](C1)N2)C=2N=NC(=CC2)C=2C=CC(=C1C=NNC21)C=2N=NN(C2)C